C(C)(C)(C)OC(CC(CCC(=O)O)=O)=O 6-tert-butoxy-4,6-dioxo-hexanoic acid